acryloyloxy pyromellitate C(C=1C(C(=O)[O-])=CC(C(=O)[O-])=C(C(=O)[O-])C1)(=O)OOC(C=C)=O